O1C(=NC2=C1C=CC=C2)C=2N=C(N(C(C2OC)=O)C)N2C(C1=CC=CC=C1CC2)C=2C=C(C(=O)O)C=CC2 3-{2-[4-(1,3-benzoxazol-2-yl)-5-methoxy-1-methyl-6-oxo-1,6-dihydropyrimidin-2-yl]-1,2,3,4-tetrahydroisoquinolin-1-yl}benzoic acid